N1C=C(C2=CC=CC=C12)C1CCN(CC1)CCNC(=O)C=1NC2=CC=CC=C2C1 N-(2-(4-(1H-indol-3-yl)piperidin-1-yl)ethyl)-1H-indol-2-carboxamide